[Na+].OCCN1CCN(CC1)CCS(=O)(=O)[O-] (4-(2-hydroxyethyl)-1-piperazineethanesulfonic acid) sodium salt